octyl-2-dodecyl stearate C(CCCCCCCCCCCCCCCCC)(=O)OC(CCCCCCCCC)CCCCCCCCCC